ClC=1C(=NC(=CC1)C(F)(F)F)N 3-chloro-6-(trifluoromethyl)pyridin-2-amine